1-fluoro-2-methylpropan-2-yl 4-(5-(2-fluorophenyl)-7-(pyridin-3-yl)-7H-pyrrolo[2,3-d]pyrimidin-4-yl)piperazine-1-carboxylate FC1=C(C=CC=C1)C1=CN(C=2N=CN=C(C21)N2CCN(CC2)C(=O)OC(CF)(C)C)C=2C=NC=CC2